6-(1-(1-(4-(3,3-difluoropyrrolidin-1-yl)phenyl)ethyl)-4-(propane-1-yn-1-yl)-1H-indazole-7-carboxamido)spiro[3.3]heptane-2(S)-carboxylic acid FC1(CN(CC1)C1=CC=C(C=C1)C(C)N1N=CC2=C(C=CC(=C12)C(=O)NC1CC2(CC(C2)C(=O)O)C1)C#CC)F